[(4S)-7,7-dimethyl-2-oxobicyclo[2.2.1]heptan-1-yl]methanesulfonyl chloride CC1(C2(C(C[C@@H]1CC2)=O)CS(=O)(=O)Cl)C